C1(CC1)C1=CC(=C(C(=C1)C)C1=CC=C(N=N1)CNC1CCOCC1)OCOCC N-((6-(4-Cyclopropyl-2-(ethoxymethoxy)-6-methylphenyl)pyridazin-3-yl)methyl)tetrahydro-2H-pyran-4-amine